7-hydroxy-3-((R)-1-hydroxy-2-(3-(pyridin-2-yl)benzamido)ethyl)-3,4-dihydroisoquinoline OC1=CC=C2CC(N=CC2=C1)[C@@H](CNC(C1=CC(=CC=C1)C1=NC=CC=C1)=O)O